Monosodium lauryl iminodipropionate N(CCC(=O)[O-])CCC(=O)OCCCCCCCCCCCC.[Na+]